1-(6,7-dihydro-5H-benzo[6,7]cyclohepta[1,2-c]pyridazin-3-yl)-N3-(4-(4-(pyrrolidin-1-yl)piperidin-1-yl)-3-cyanophenyl)-1H-1,2,4-triazole-3,5-diamine N1=NC(=CC2=C1C1=C(CCC2)C=CC=C1)N1N=C(N=C1N)NC1=CC(=C(C=C1)N1CCC(CC1)N1CCCC1)C#N